1-(3-chloro-4-fluorophenyl)-3-(chloromethyl)-1H-pyrazole ClC=1C=C(C=CC1F)N1N=C(C=C1)CCl